The molecule is an omega-hydroxy fatty acid anion that is the conjugate base of 3,18-dihydroxyoctadecano (3,18-dihydroxystearic acid), obtained by deprotonation of the carboxy group; major species at pH 7.3. It is an omega-hydroxy fatty acid anion and a long-chain fatty acid anion. It derives from an octadecanoate. It is a conjugate base of a 3,18-dihydroxyoctadecanoic acid. C(CCCCCCCC(CC(=O)[O-])O)CCCCCCCO